4-bromopyridine-2,6-dicarboxylic acid BrC1=CC(=NC(=C1)C(=O)O)C(=O)O